C1(CC1)N1N=CC(=CC1=O)C=1N=C2C(=NC1)N=C(S2)NC(=O)C=2C=NC(=CC2C2=CC(=NC=C2OC)C)C N-(6-(1-cyclopropyl-6-oxo-1,6-dihydropyridazin-4-yl)thiazolo[4,5-b]pyrazin-2-yl)-5'-methoxy-2',6-dimethyl-[4,4'-bipyridine]-3-carboxamide